rel-(1R,2S,4S)-2-fluoro-4-(3-(1-methyl-3-((trifluoromethoxy)methyl)-1H-pyrazole-5-carboxamido)-1H-pyrazol-5-yl)cyclopentyl (1-methylcyclopropyl)carbamate CC1(CC1)NC(O[C@H]1[C@H](C[C@H](C1)C1=CC(=NN1)NC(=O)C1=CC(=NN1C)COC(F)(F)F)F)=O |o1:7,8,10|